4-((1-(4-(tert-butyl)piperazine-1-carbonyl)cyclopentyl)oxy)trifluoromethylbenzene C(C)(C)(C)N1CCN(CC1)C(=O)C1(CCCC1)OC1=CC=C(C=C1)C(F)(F)F